(methoxymethyl)-2,7,13,14,16-pentamethyl-1,4,7,11,14-pentaazacyclooctadecane COCN1C(CNCCN(CCCNCC(N(CC(CC1)C)C)C)C)C